NC1CCC(CC1)NC1=C(C=NC(=C1)NC1=CC=C2C(=N1)N(N=C2)C(C)C)C2=NC=C(C=C2)CN2CCC(CC2)(F)F N4'-((1s,4s)-4-Aminocyclohexyl)-5-((4,4-difluoropiperidin-1-yl)methyl)-N6'-(1-isopropyl-1H-pyrazolo[3,4-b]pyridin-6-yl)-[2,3'-bipyridine]-4',6'-diamine